NC=1C(=NC2=C(C(=C(C=C2C1NC1CCN(CC1)C(=O)OC(C)(C)C)Cl)Br)F)Cl tert-butyl 4-((3-amino-7-bromo-2,6-dichloro-8-fluoroquinolin-4-yl)amino)piperidine-1-carboxylate